(R,S)-7-(3-(4,4,5,5-tetramethyl-1,3,2-dioxaborolan-2-yl)phenyl)-7H-cyclopenta[d]pyridin-7-ol CC1(OB(OC1(C)C)C=1C=C(C=CC1)[C@@]1(C=CC2=CC=NC=C21)O)C